OC[C@H]1N(C=C(C1)C)C(=O)C1=C(C=C(C(=C1)OC)O[Si](C(C)C)(C(C)C)C(C)C)NC(OCC=C)=O (S)-allyl (2-(2-(hydroxymethyl)-4-methyl-2,3-dihydro-1H-pyrrole-1-carbonyl)-4-methoxy-5-((triisopropylsilyl)oxy)phenyl)carbamate